2-Chloro-9-[[4-[5-methoxy-3-(trifluoromethyl)pyrazol-1-yl]phenyl]methyl]-7-(2,2,2-trifluoroethyl)purin-8-imine ClC1=NC=C2N(C(N(C2=N1)CC1=CC=C(C=C1)N1N=C(C=C1OC)C(F)(F)F)=N)CC(F)(F)F